ClCC1=CC(=NO1)C1=CC=CC=C1 5-(chloromethyl)-3-phenylisoxazole